C1(=CC=CC=C1)C1=NNC(=C1)CO 3-phenyl-1H-pyrazole-5-methanol